(3R,5S)-3-Methyl-5-quinolin-5-yl-piperidine-1-carboxylic acid (1-methyl-piperidin-4-yl)-amide CN1CCC(CC1)NC(=O)N1C[C@@H](C[C@H](C1)C1=C2C=CC=NC2=CC=C1)C